4-((7S)-8-((5-methoxyl-7-methyl-1H-indole-4-yl)methyl)-1-oxa-8-azaspiro[4.5]dec-7-yl)benzoic acid O(C)C=1C(=C2C=CNC2=C(C1)C)CN1[C@@H](CC2(CCCO2)CC1)C1=CC=C(C(=O)O)C=C1